C(C)(C)(C)OC(=O)N1C(N(C2=C1C=CC=C2)CC2CCOCC2)=O 2-oxo-3-((tetrahydro-2H-pyran-4-yl)methyl)-2,3-dihydro-1H-benzo[d]imidazole-1-carboxylic acid tert-butyl ester